2-((7-methoxy-4-(trifluoromethyl)quinolin-2-yl)thio)acetic acid COC1=CC=C2C(=CC(=NC2=C1)SCC(=O)O)C(F)(F)F